COC=1C=C(C=CC1OC)C1OC2=C(C(C1)=O)C(=CC(=C2)O)O 2-(3,4-Di-methoxyphenyl)-2,3-dihydro-5,7-dihydroxy-4H-1-benzopyran-4-one